ClC1=C(C=CC=C1C1=C(C(=NC=C1)C1=CC(=C(C(=C1)OC)C=O)F)Cl)C1=CC=C(C(=N1)OC)CN(C(OC(C)(C)C)=O)C[C@H]1NC(CC1)=O tert-butyl N-[[6-[2-chloro-3-[3-chloro-2-(3-fluoro-4-formyl-5-methoxy-phenyl)-4-pyridyl]phenyl]-2-methoxy-3-pyridyl]methyl]-N-[[(2S)-5-oxopyrrolidin-2-yl]methyl]carbamate